4-morpholino-N-[5-(o-tolyl)-1H-pyrazol-3-yl]-6-(4-pyridyl)furo[3,2-d]pyrimidin-2-amine O1CCN(CC1)C=1C2=C(N=C(N1)NC1=NNC(=C1)C1=C(C=CC=C1)C)C=C(O2)C2=CC=NC=C2